(2s,3s)-2-amino-N-(4-chloro-2-isobutyrylphenyl)-3-methylpentanamide N[C@H](C(=O)NC1=C(C=C(C=C1)Cl)C(C(C)C)=O)[C@H](CC)C